[Na].[Na].[Na].OC1=CC=NC(=C1)O 4,6-dihydroxypyridine trisodium